ClC1=C(C(=C2C=NN(C2=C1)C1OCCCC1)B(O)O)C1CCC1 (6-chloro-5-cyclobutyl-1-(tetrahydro-2H-pyran-2-yl)-1H-indazol-4-yl)boronic acid